1-cyanoethyl-2-undecyl-imidazolium trimellitate C(C=1C(C(=O)[O-])=CC(C(=O)[O-])=CC1)(=O)[O-].C(#N)C(C)[N+]1=C(NC=C1)CCCCCCCCCCC.C(#N)C(C)[N+]1=C(NC=C1)CCCCCCCCCCC.C(#N)C(C)[N+]1=C(NC=C1)CCCCCCCCCCC